(S)-6-methyl-N-((S)-7-oxo-1-(5-(4-oxo-4H-chromen-3-yl)-1H-imidazol-2-yl)nonyl)-6-azaspiro[2.5]octane-1-carboxamide CN1CCC2(C[C@@H]2C(=O)N[C@@H](CCCCCC(CC)=O)C=2NC(=CN2)C2=COC3=CC=CC=C3C2=O)CC1